CC1(OB(OC1(C)C)C=1CC(CCC1)NC(C1=CC=CC=C1)=O)C N-[3-(4,4,5,5-tetramethyl-1,3,2-dioxaborolan-2-yl)cyclohex-3-enyl]benzamide